2-(4-(5-chloro-2-cyanophenyl)-5-methoxy-2-oxopyridin-1(2H)-yl)acetic acid tert-butyl ester C(C)(C)(C)OC(CN1C(C=C(C(=C1)OC)C1=C(C=CC(=C1)Cl)C#N)=O)=O